COC(=O)C1=CC=2C(=CN=CC2Cl)S1 4-Chlorothieno[2,3-C]pyridine-2-carboxylic acid methyl ester